ClC1=CC(=C(C=C1Cl)[C@H](N[S@@](=O)C(C)(C)C)C1CCN(CC1)C1=NN(C=C1)C(C1=CC=CC=C1)(C1=CC=CC=C1)C1=CC=CC=C1)O (S)-N-[(R)-(4,5-dichloro-2-hydroxyphenyl)([1-[1-(triphenylmethyl)-1H-pyrazol-3-yl]piperidin-4-yl])methyl]-2-methylpropane-2-sulfinamide